C(C)[C@@H]1NCC[C@@H](C1)C(=O)OC |r| (rac)-Methyl cis-2-ethylpiperidine-4-carboxylate